N1N=CC2=CC(=CC=C12)NC1=CC(=NC=C1)C=1C=C2C=C(NC2=CC1)C(=O)NC1=CN=NC=C1 5-(4-((1H-indazol-5-yl)amino)pyridin-2-yl)N-(pyridazin-4-yl)-1H-indole-2-carboxamide